C[C@@H]1N([C@@H](CCC1)C)C(/C=C/C1=NN2C(N(C(C(=C2O)C(=O)N)=O)CC(C)C)=C1)=O (E)-3-(cis-2,6-dimethylpiperidin-1-yl)-3-oxoprop-1-en-1-yl-7-hydroxy-4-isobutyl-5-oxo-4,5-dihydropyrazolo[1,5-a]pyrimidine-6-carboxamide